ClC=1C=CC2=C(NC(=N2)C=CC2=C(C(=O)NCC(=O)N3C(CC(C3)(F)F)C#N)C=CN=C2)C1 3-(2-(6-chloro-1H-benzo[d]imidazol-2-yl)vinyl)-N-(2-(2-cyano-4,4-difluoropyrrolidin-1-yl)-2-oxoethyl)isonicotinamide